OC1CCN(CC1)C1=C(N[C@H](C)C=2C=C(C=C3C(N(C(=NC23)C2CCOCC2)C)=O)C)C=CC=C1 8-[(1R)-1-[2-(4-hydroxy-1-piperidyl)anilino]ethyl]-3,6-dimethyl-2-tetrahydropyran-4-yl-quinazolin-4-one